(trans)-3-hydroxycyclobutyl 2-(3,5-dichlorophenyl)benzo[d]oxazole-6-carboxylate ClC=1C=C(C=C(C1)Cl)C=1OC2=C(N1)C=CC(=C2)C(=O)O[C@@H]2C[C@H](C2)O